2-[4-(3-methyl-2-oxo-8-quinolin-3-ylimidazo[4,5-c]quinolin-1-yl)phenyl]propanenitrile CN1C(N(C2=C1C=NC=1C=CC(=CC21)C=2C=NC1=CC=CC=C1C2)C2=CC=C(C=C2)C(C#N)C)=O